ClC=1C=CC=2C3=C(NC2C1O)CCN([C@@H]3C)C(=O)C3=NC=C(C=N3)OC (R)-(7-chloro-6-hydroxy-1-methyl-1,3,4,5-tetrahydro-2H-pyrido[4,3-b]indol-2-yl)(5-methoxypyrimidin-2-yl)methanone